N-(4-((4-(naphthalen-1-ylamino)-6-((3-(trifluoromethyl)phenyl)amino)-1,3,5-triazine-2-yl)oxy)phenyl)acetamide C1(=CC=CC2=CC=CC=C12)NC1=NC(=NC(=N1)NC1=CC(=CC=C1)C(F)(F)F)OC1=CC=C(C=C1)NC(C)=O